FC(OC1=CC=C(C=C1)N1N=C(C2=CC=CC=C12)CNC(C=C)=O)(F)F N-((1-(4-(trifluoromethoxy)phenyl)-1H-indazol-3-yl)methyl)acrylamide